C(C)(C)(C)OC(=O)N1CC(=CC1)C=1N=C2N(C=CC(=C2)C2=C(C(=CC=C2OC)Cl)Cl)C1 3-(7-(2,3-dichloro-6-methoxyphenyl)imidazo[1,2-a]pyridin-2-yl)-2,5-dihydro-1H-pyrrole-1-carboxylic acid tert-butyl ester